1,6-Hexanediaminium C(CCCCC[NH3+])[NH3+]